[O-]S(=O)(=O)C(F)(F)F.FS(=O)(=O)N1C(=[N+](C=C1)C)C 3-(fluorosulfonyl)-1,2-dimethylimidazole-1-ium triflate